C(CC)(=O)ON(C(NCC)=O)C1=CN(C2=CC(=CC=C12)Br)C ethyl-[(6-bromo-1-methylindol-3-yl) (carbamoyl) amino] propionate